2,6-bis((S)-4,5-dihydro-4-phenethyloxazol-2-yl)pyridine C(CC1=CC=CC=C1)[C@@H]1N=C(OC1)C1=NC(=CC=C1)C=1OC[C@@H](N1)CCC1=CC=CC=C1